COC1=CC=C(C=C1)C1C(NC=2N(C1=O)N=C(C2C2=CC=CC=C2)C2=NC=CC=C2)=O 6-(4-methoxyphenyl)-3-phenyl-2-(pyridine-2-yl)pyrazolo[1,5-a]Pyrimidine-5,7(4H,6H)-dione